OC1(COC1)C1=CC(=C(C(=C1)C(C)C)CC(=O)N)C(C)C 2-(4-(3-hydroxyoxetan-3-yl)-2,6-diisopropylphenyl)acetamide